vinyl-hydantoin C(=C)N1C(=O)NC(=O)C1